3-(4-phenoxyphenyl)-1-(piperidin-3-yl)-1H-pyrazolo[3,4-d]pyrimidine-4-amine O(C1=CC=CC=C1)C1=CC=C(C=C1)C1=NN(C2=NC=NC(=C21)N)C2CNCCC2